[N+](=O)([O-])C1=C(C=NN1C=1C=C(C=CC1)NC(C=C)=O)C1=NC=2CCNC(C2C=C1)=O N-(3-(5-nitro-4-(5-oxo-5,6,7,8-tetrahydro-1,6-naphthyridin-2-yl)-1H-pyrazol-1-yl)phenyl)acrylamide